2-(6-(4-fluoro-1H-pyrazol-1-yl)pyridin-3-yl)propionic acid FC=1C=NN(C1)C1=CC=C(C=N1)C(C(=O)O)C